[Ca+2].C(C1=CC=CC=C1)(=O)[O-].C(C1=CC=CC=C1)(=O)[O-] Benzoic acid, calcium salt